COC1=C(CNC=2C=3N(C4=C(N2)N=CC(=C4)C(=O)O)C=NC3)C=CC(=C1)OC 4-((2,4-dimethoxybenzyl)amino)imidazo[1,5-a]pyrido[2,3-e]pyrazine-8-carboxylic acid